BrC=1C=CC2=C(OC(CO2)C=2NC(C(N2)([2H])[2H])([2H])[2H])C1 2-(7-bromo-2,3-dihydrobenzo[b][1,4]dioxin-2-yl)-4,5-dihydro-1H-imidazole-4,4,5,5-d4